CC1(CC(C1)(C1=CC(=CC=C1)N1C(C2=CC(=CC(=C2C1)C(F)(F)F)CN1C[C@H](OCC1)C)=O)CC1=NN=CN1C)C#N (1R,3R)-1-methyl-3-((4-methyl-4H-1,2,4-triazol-3-yl)methyl)-3-(3-(6-(((R)-2-methylmorpholinyl)methyl)-1-oxo-4-(trifluoromethyl)isoindolin-2-yl)phenyl)cyclobutane-1-carbonitrile